O=C(CN1C(=NC=C1)C=O)C 1-(2-oxopropyl)-1H-imidazole-2-carbaldehyde